C12C(C=C3C=CC=C4C5=CC=CC6=CC=CC(C1=C34)=C56)O2 perylene oxide